Boc-(S)-3-amino-1-butanol C(=O)(OC(C)(C)C)[C@H](CC(C)N)O